ClC1=CC=CC(=C1C=NNC(C(C)NC1=CC(=CC=C1)F)=O)O N'-(6-chloro-2-hydroxybenzylidene)-2-((3-fluorophenyl)amino)propionyl-hydrazine